C(C=C)(=O)N1CC2(C1)CN(CCC2)CCN2C1=C(N(C([C@H](CC2)NC2=C(C#N)C(=CC(=N2)C)C(F)(F)F)=O)C)C=CC=C1F (S)-2-((6-(2-(2-Acryloyl-2,6-diazaspiro[3.5]nonan-6-yl)ethyl)-7-fluoro-1-methyl-2-oxo-1,2,3,4,5,6-hexahydrobenzo[b][1,4]diazocin-3-yl)amino)-6-methyl-4-(trifluoromethyl)nicotinonitrile